3-chloro-2-(2-chloroethoxy)-5-(6-((2-chloropyrimidin-4-yl)methoxy)-3,4-dihydronaphthalen-1-yl)benzonitrile ClC=1C(=C(C#N)C=C(C1)C1=CCCC2=CC(=CC=C12)OCC1=NC(=NC=C1)Cl)OCCCl